FC1=C(C(=CC(=C1)CNC=1SC(=NN1)C)O)N1CC(NS1(=O)=O)=O 5-[2-fluoro-6-hydroxy-4-[[(5-methyl-1,3,4-thiadiazol-2-yl)amino]methyl]phenyl]-1,1-dioxo-1,2,5-thiadiazolidin-3-one